The molecule is a disaccharide phosphate that is N'-monoacetylchitobiose substituted at position 6' by a phospho group. It is an amino disaccharide and a disaccharide phosphate. It derives from a beta-D-glucosaminyl-(1->4)-D-glucosamine. It is a conjugate acid of a N'-monoacetylchitobiose-6'-phosphate(1-). CC(=O)N[C@@H]1[C@H]([C@@H]([C@H](O[C@H]1O[C@@H]2[C@H](OC([C@@H]([C@H]2O)N)O)CO)COP(=O)(O)O)O)O